N-((4,5-dichloro-2-hydroxyphenyl)(piperidin-4-yl)methyl)-2,2,2-trifluoroacetamide ClC1=CC(=C(C=C1Cl)C(NC(C(F)(F)F)=O)C1CCNCC1)O